[1-(1H-indol-3-yl)hexan-2-yl]-5,6,7,8-tetrahydroimidazo[1,2-a]pyrazine-2-carboxamide-1-d N1C=C(C2=CC=CC=C12)CC(CCCC)C1=C(N(C2N1CCNC2)[2H])C(=O)N